C1(=CC=CC=C1)N1C=C([C@H]2[C@H](O)[C@H](O)[C@@H](CO)O2)C(NC1=O)=O N1-phenylpseudouridine